CO[C@H]1CC[C@H](CC1)COC1=C(C=C(C=N1)S(=O)(=O)NC(C1=C(C=CC=C1)OC=1C=C2C(=NC1)NC=C2)=O)C(F)(F)F N-({6-[(cis-4-methoxycyclohexyl)methoxy]-5-(trifluoromethyl)pyridin-3-yl}sulfonyl)-2-(1H-pyrrolo[2,3-b]pyridin-5-yloxy)benzamide